BrC=1C=CC=C2CCN(CC12)C(=O)OC(C)(C)C t-Butyl 8-bromo-3,4-dihydroisoquinoline-2(1H)-carboxylate